N1C(=C(C(=C1C(=O)[O-])C(=O)[O-])C(=O)[O-])C(=O)[O-].[K+].[K+].[K+].[K+] potassium pyrroletetracarboxylate